C(C)(C)C=1C(=C(C=CC1)N1CN(CC1)C1=C(C(=CC=C1)C(C)C)C(C)C)C(C)C 1,3-bis(diisopropylphenyl)-4,5-dihydroimidazole